N[C@@H]1C(N(C=2C(=CC=3CCN(CC3C2)C(C(F)(F)F)=O)OC1)C)=O (S)-3-amino-5-methyl-8-(2,2,2-trifluoroacetyl)-2,3,7,8,9,10-hexahydro-[1,4]oxazepino[2,3-g]isoquinolin-4(5H)-one